(2-fluoro-3-(1-oxido-4-oxo-3,4-dihydro-2H-1λ6,2,5-thiadiazol-1-yl)phenyl)boronic acid FC1=C(C=CC=C1S=1(NCC(N1)=O)=O)B(O)O